(1aR,5aR)-2-(5-Bromo-pyridin-2-yl)-1a,2,5,5a-tetrahydro-1H-2,3-diaza-cyclopropa[a]pentalene-4-carboxylic acid (1-methyl-1-phenyl-ethyl)-amide CC(C)(C1=CC=CC=C1)NC(=O)C=1C=2C[C@@H]3[C@H](C2N(N1)C1=NC=C(C=C1)Br)C3